O1CCC(CC1)C1=NC=2C(=NC=CC2C2CCN(CC2)C(=O)C2=CC=C(C(N2)=O)C(F)(F)F)N1 6-[4-(2-Tetrahydropyran-4-yl-3H-imidazo[4,5-b]pyridin-7-yl)piperidine-1-carbonyl]-3-(trifluoromethyl)-1H-pyridin-2-one